C(C)(C)(C)C1=CN(C=2N=CN=C(C21)Cl)S(=O)(=O)CC2=CC=CC=C2 5-(tert-butyl)-4-chloro-7-toluenesulfonyl-7H-pyrrolo[2,3-d]pyrimidine